The molecule is the 4-guanidino derivative of butanoic acid. It has a role as a fungal metabolite, a Saccharomyces cerevisiae metabolite and a mouse metabolite. It derives from a butyric acid. It is a conjugate acid of a 4-guanidinobutanoate. It is a tautomer of a 4-guanidinobutanoic acid zwitterion. C(CC(=O)O)CN=C(N)N